tert-Butyl (4-(5-chloro-3-((3R,4R)-3-hydroxy-4-(isopropyl(methyl)amino) pyrrolidin-1-yl)-7,9-dihydrofuro[3,4-f]quinazolin-6-yl)-3-cyano-7-fluorothieno[3,2-c]pyridin-2-yl)carbamate ClC1=C(C2=C(C=3C=NC(=NC13)N1C[C@H]([C@@H](C1)N(C)C(C)C)O)COC2)C2=NC=C(C1=C2C(=C(S1)NC(OC(C)(C)C)=O)C#N)F